C(C)(C)N1CCN(CC1)C1=C(N)C(=CC=C1)C 2-(4-isopropylpiperazin-1-yl)-6-methylaniline